BrC1=NC(=CC(=N1)NC1C(C2CCC1CC2)C(=O)OC)N(C2=CC=CC=C2)C2=CC=CC=C2 (+/-)-trans-methyl 3-((2-bromo-6-(diphenylamino)pyrimidin-4-yl)amino)bicyclo[2.2.2]octane-2-carboxylate